6-(3-((tert-butyldimethylsilyl)oxy)-2-fluorophenyl)-8-(2,6-difluorobenzyl)-2-(furan-2-ylmethyl)imidazo[1,2-a]Pyrazin-3(7H)-one [Si](C)(C)(C(C)(C)C)OC=1C(=C(C=CC1)C=1NC(=C2N(C1)C(C(=N2)CC=2OC=CC2)=O)CC2=C(C=CC=C2F)F)F